BrC1=CC(=C(OCC(=O)NC2=CC=C(C=C2)O)C=C1)C(C)(C)C 2-(4-bromo-2-(tert-butyl)phenoxy)-N-(4-hydroxyphenyl)acetamide